(3R)-tert-butyl 8-(methoxy(methyl)carbamoyl)-3,10-dimethyl-11-oxo-3,4,8,9,10,11-hexahydro-1H-pyrido-[4',3':3,4]pyrazolo[1,5-a][1,4]diazepine-2(7H)-carboxylate CON(C(=O)C1CN(C(C=2N(C1)N=C1C2CN([C@@H](C1)C)C(=O)OC(C)(C)C)=O)C)C